COC1=C(C(=O)N)C=C(C=C1)C 2-methoxy-5-methyl-benzamide